trans-4-[(8-fluoro-2-methyl-[1,2,4]triazolo[1,5-a]pyridin-6-yl)methyl]cyclohexanecarboxylic acid FC=1C=2N(C=C(C1)C[C@@H]1CC[C@H](CC1)C(=O)O)N=C(N2)C